C(C=C)(=O)N1C[C@@H](CC1)N1C(N(C=2C=NC=CC21)C2=CC=C(C=C2)OC2=CC(=CC=C2)OC)=O (R)-1-(1-acryloylpyrrolidin-3-yl)-3-(4-(3-methoxyphenoxy)phenyl)-1H-imidazo[4,5-c]pyridin-2(3H)-one